FC=1C=CC(=C(CN2C(C=3C=C(C=NC3CC2)C=2C=CC=3N(N2)C=C(N3)NC(C)=O)=O)C1)C1=NN(C=N1)C N-(6-(6-(5-fluoro-2-(1-methyl-1H-1,2,4-triazol-3-yl)benzyl)-5-oxo-5,6,7,8-tetrahydro-1,6-naphthyridin-3-yl)imidazo[1,2-b]pyridazin-2-yl)acetamide